2'-(allyloxy)-2,4,6-trimethyl-1,1'-biphenyl C(C=C)OC1=C(C=CC=C1)C1=C(C=C(C=C1C)C)C